ClC1=CC=C2C(=CC(=NC2=C1)C1=CC=C(C=C1)CC(=O)N)CN1CCOCC1 2-(4-(7-chloro-4-(morpholinomethyl)quinolin-2-yl)phenyl)acetamide